bis(2,4,6-trimethylpyridine) bromine [Br].CC1=NC(=CC(=C1)C)C.CC1=NC(=CC(=C1)C)C